C(C)OC(=O)C=1C=CC=2N(C1)N=C(C2C)C=2N(C1=C(C=CC=C1C2)C2CNC2)CC2CC2 2-(7-(azetidin-3-yl)-1-(cyclopropylmethyl)-1H-indol-2-yl)-3-methylpyrazolo[1,5-a]pyridine-6-carboxylic acid ethyl ester